FC=1C=CC=2C3=C(NC(C2C1)=O)CS(CC3NC)=O 8-Fluoro-1-(methylamino)-1,5-dihydro-2H-thiopyrano[3,4-c]isoquinolin-6(4H)-one 3-oxide